B(O)(O)OCC(OB(O)O)COB(O)O Glycerol Triborate